BrC=1C(=CC2=C(OCO2)C1)[C@H]1[C@](C[C@@H]2N1C([C@H](N(C2=O)C)C)=O)(C#N)C |r| rac-(3r,6r,7s,8as)-6-(6-bromobenzo[d][1,3]dioxol-5-yl)-2,3,7-trimethyl-1,4-dioxooctahydro-pyrrolo[1,2-a]pyrazine-7-carbonitrile